C1(CC1)C=1SC(=CN1)S(=O)(=O)C1OC2(CC1N1CC(C1)OC)CCNCC2 ((2-Cyclopropylthiazol-5-yl)sulfonyl)-3-(3-methoxyazetidin-1-yl)-1-oxa-8-azaspiro[4.5]decane